N-(isopropoxycarbonyl)-O-(trans-3-(2-(5,6,7,8-tetrahydro-1,8-naphthyridin-2-yl)ethyl)cyclobutyl)homoserine C(C)(C)OC(=O)N[C@@H](CCO[C@@H]1C[C@H](C1)CCC1=NC=2NCCCC2C=C1)C(=O)O